FC(C(OCC(F)(F)F)(F)F)(F)F 1,1,1,2,2-pentafluoro-2-(2,2,2-trifluoroethoxy)ethane